(4-(10-aminodecyl)-3-methyl-2-oxo-2,3-dihydro-1H-benzo[d]imidazol-1-yl)piperidine-2,6-dione hydrochloride Cl.NCCCCCCCCCCC1=CC=CC=2N(C(N(C21)C)=O)N2C(CCCC2=O)=O